CC1(OCCN(C1)C1=NC2=CC=C(C=C2C=C1)C(=O)OC)C methyl 2-(2,2-dimethylmorpholino)quinoline-6-carboxylate